O=C1NC(CCC1N1C(C2=CC=C(C=C2C1=O)C1(CCN(CC1)C(CF)C1=CC=CC=C1)O)=O)=O 2-(2,6-dioxopiperidin-3-yl)-5-(1-(2-fluoro-1-phenylethyl)-4-hydroxypiperidin-4-yl)isoindoline-1,3-dione